lithium bicarbonate hydrate O.C([O-])(O)=O.[Li+]